CC1(OC=2C(=NC(=CC2)C=2C(=CC(=NC2)NC(C)=O)NC2=NC(=C(C=C2)N2C[C@@H](CC2)OC)S(=O)(=O)C)OC1)C (R)-N-(5-(2,2-dimethyl-2,3-dihydro-[1,4]dioxino[2,3-b]pyridin-6-yl)-4-((5-(3-methoxypyrrolidin-1-yl)-6-(methylsulfonyl)pyridin-2-yl)amino)pyridin-2-yl)acetamide